N-[9,10-bis(biphenyl-2-yl)-2-anthryl]-N,9-diphenyl-9H-carbazol-3-amine C1(=C(C=CC=C1)C=1C2=CC=CC=C2C(=C2C=CC(=CC12)N(C=1C=CC=2N(C3=CC=CC=C3C2C1)C1=CC=CC=C1)C1=CC=CC=C1)C1=C(C=CC=C1)C1=CC=CC=C1)C1=CC=CC=C1